3,4-bis(4-(diphenylamino)phenyl)acenaphtho[1,2-b]pyrazine-8,9-dinitrile C1(=CC=CC=C1)N(C1=CC=C(C=C1)C1=C2C(=CC=C3C2=C(C=C1)C1=NC(=C(N=C13)C#N)C#N)C1=CC=C(C=C1)N(C1=CC=CC=C1)C1=CC=CC=C1)C1=CC=CC=C1